1-[(E)-benzylideneamino]-5-bromo-1,3-dihydro-2H-Benzimidazol-2-one C(/C1=CC=CC=C1)=N\N1C(NC2=C1C=CC(=C2)Br)=O